CC(CCC(C=1N=NNN1)NC1=NC(=NC2=CC=CC=C12)C1=CC=CC=C1)(C)C [4,4-dimethyl-1-(2H-tetraazol-5-yl)pentyl](2-phenyl-4-quinazolinyl)amine